C(C)(=O)N1NC(CC1C1CCCCC1)=C1C(N(C(N(C1=O)C)=O)C)=O 5-(1-acetyl-5-cyclohexylpyrazolidin-3-ylidene)-1,3-dimethylbarbituric acid